tert-Butyl 3-(4-methyl-7-(thiazol-2-yl)benzo[d]oxazol-2-yl)-3,6-diazabicyclo[3.1.1]heptane-6-carboxylate CC1=CC=C(C2=C1N=C(O2)N2CC1N(C(C2)C1)C(=O)OC(C)(C)C)C=1SC=CN1